BrC1=CC=C2C(N(C=NC2=C1)CC=1C=C(C(=O)NC)C=CC1)=O 3-((7-Bromo-4-oxoquinazolin-3(4H)-yl)methyl)-N-methylbenzamide